FC1([C@@H]([C@@H](N(C1)C(C(C)C)=O)CC=1C(=C(C=CC1)C1=C(C(=CC=C1)F)F)F)NS(=O)(=O)C1CC1)F N-{(2S,3R)-4,4-difluoro-1-(2-methyl-propanoyl)-2-[(2,2',3'-trifluoro[1,1'-biphenyl]-3-yl)methyl]pyrrolidin-3-yl}-cyclopropanesulfonamide